N-(2-((3-((4-(trifluoromethyl)phenyl)amino)pyrazin-2-yl)oxy)ethyl)acrylamide FC(C1=CC=C(C=C1)NC=1C(=NC=CN1)OCCNC(C=C)=O)(F)F